6-(2-(3-chlorophenyl)-2,2-difluoroacetyl)-2-(1-phenylcyclopropyl)-3,5,6,7,8,9-hexahydro-4H-pyrimido[5,4-c]azepin-4-one ClC=1C=C(C=CC1)C(C(=O)N1CC2=C(CCC1)N=C(NC2=O)C2(CC2)C2=CC=CC=C2)(F)F